2-ethyl-2-[[6-[[3-(hydroxymethyl)oxetan-3-yl]methoxy]-5-pyrrolidin-1-yl-pyridine-2-carbonyl]amino]butanoic acid fluoromethyl ester FCOC(C(CC)(NC(=O)C1=NC(=C(C=C1)N1CCCC1)OCC1(COC1)CO)CC)=O